(S)-1-(4-(1-ethyl-3-phenyl-1H-pyrazol-4-yl)-7-methoxyquinazolin-6-yl)ethan-1-ol C(C)N1N=C(C(=C1)C1=NC=NC2=CC(=C(C=C12)[C@H](C)O)OC)C1=CC=CC=C1